N-(4-(3-((2-hydroxyethyl)amino)-6-(pyrazolo[1,5-a]pyrimidin-3-yl)-1H-pyrazolo[4,3-c]pyridin-1-yl)-3-methoxyphenyl)methanesulfonamide OCCNC1=NN(C2=C1C=NC(=C2)C=2C=NN1C2N=CC=C1)C1=C(C=C(C=C1)NS(=O)(=O)C)OC